C(\C=C\C)(=O)N1C=CC=C1C (3R,5S)-1-((E)-but-2-enoyl)-5-methylpyrrole